4-(4-isothiocyanatophenyl)morpholine N(=C=S)C1=CC=C(C=C1)N1CCOCC1